5-oxa-7-azaspiro[2.5]Oct-6-en-6-amine C1CC12COC(=NC2)N